2-(4-(pyrimidin-2-yloxy)piperidin-1-yl)acetamide N1=C(N=CC=C1)OC1CCN(CC1)CC(=O)N